O.C(\C=C/C(=O)O)(=O)O.ClC=1C=C(NC2=C(C=NC3=CC(=C(C=C23)NC(\C=C\CN(C)C)=O)OCC)C#N)C=CC1OCC1=NC=CC=C1 (E)-N-{4-[3-chloro-4-(2-pyridinylmethoxy)anilino]-3-cyano-7-ethoxy-6-quinolinyl}-4-(dimethylamino)-2-butenamide maleate monohydrate